N1(CCCCC1)NC1CCCCC1 (piperidin-1-yl)cyclohexylamine